NC1C(N(CC1)C1=CC=C(C=C1)S(=O)(=O)N1CCN(CC1)C1=NC(=CC(=C1)C(F)(F)F)Cl)=O 3-Amino-1-[4-[4-[6-chloro-4-(trifluoromethyl)-2-pyridinyl]piperazin-1-yl]sulfonylphenyl]pyrrolidin-2-one